CC1=NC=C(C(=O)NC2=CC(=NC=C2)C(F)(F)F)C=C1C1=C2C=CNC(C2=CC=C1)=O 6-methyl-5-(1-oxo-1,2-dihydroisoquinolin-5-yl)-N-(2-(trifluoromethyl)pyridin-4-yl)nicotinamide